p-bromoMethylstyrene BrCC1=CC=C(C=C)C=C1